OC[C@@H]1[C@H](CCC(C1)=C)NC(OC(C)(C)C)=O tert-butyl ((1S,2S)-2-(hydroxymethyl)-4-methylenecyclohexyl)carbamate